(4-{5-amino-6-[1-(2,6-dichloro-3-fluoro-phenyl)-ethoxy]-pyrazin-2-yl}-pyridin-2-yl)-(4-methyl-piperazin-1-yl)-methanone NC=1N=CC(=NC1OC(C)C1=C(C(=CC=C1Cl)F)Cl)C1=CC(=NC=C1)C(=O)N1CCN(CC1)C